P(=O)(OC[N+]1=C(C(=CC=C1)C1=CC(=NO1)CC=1C=NC(=NC1)OCC1=CC(=CC=C1)F)N)(O)[O-] (2-amino-3-(3-((2-((3-fluorobenzyl)oxy)pyrimidin-5-yl)methyl)isoxazol-5-yl)pyridin-1-ium-1-yl)methyl hydrogen phosphate